2-(tributyl-phosphoranylidene)acetonitrile C(CCC)P(=CC#N)(CCCC)CCCC